BrC1=CC=C(C=C1)C(C#N)=CC1=CC=C(C=C1)C1=CC=C2C=CC3=CC=CC4=CC=C1C2=C34 2-(4-bromophenyl)-3-(4-(1-pyrenyl)phenyl)acrylonitrile